C1(CC1)C1=C(C=CC=C1CC(=O)N[C@H]1C(CCC[C@@H]1O[C@@H]1C(CNCC1)(F)F)(F)F)C1=CC(=CC(=C1)F)F 2-{2-cyclopropyl-3',5'-difluoro-[1,1'-biphenyl]-3-yl}-N-[(1R,6S)-6-{[(4S)-3,3-difluoropiperidin-4-yl]oxy}-2,2-difluorocyclohexyl]acetamide